1-(4'-(trifluoromethoxy)-[1,1'-biphenyl]-4-yl)butan-1-ol FC(OC1=CC=C(C=C1)C1=CC=C(C=C1)C(CCC)O)(F)F